tert-butyl 3-(4-fluoro-2-(trifluoromethyl)benzamido)-2-methylpyrrolidine-1-carboxylate FC1=CC(=C(C(=O)NC2C(N(CC2)C(=O)OC(C)(C)C)C)C=C1)C(F)(F)F